BrC1=C(C=CC(=C1)Cl)C1=NC=CC=N1 2-(2-bromo-4-chlorophenyl)pyrimidine